butyl (2-((1-(2-(((1H-pyrrolo[3,2-c]pyridin-2-yl)methyl)amino)-2-oxoethyl)-6-oxo-2-phenyl-1,6-dihydropyrimidin-5-yl)amino)ethyl)carbamate N1C(=CC=2C=NC=CC21)CNC(CN2C(=NC=C(C2=O)NCCNC(OCCCC)=O)C2=CC=CC=C2)=O